The molecule is flavin-adenine dinucleotide (FAD) in which the hydrogen at position 6 of the benzo[g]pteridinedione moiety is substituted by a hydroxy group. It has a role as a cofactor. It is a conjugate acid of a 6-hydroxy-FAD(3-). CC1=C(C(=O)C2=NC3=C(NC(=O)NC3=O)N(C2=C1)C[C@@H]([C@@H]([C@@H](COP(=O)(O)OP(=O)(O)OC[C@@H]4[C@H]([C@H]([C@@H](O4)N5C=NC6=C(N=CN=C65)N)O)O)O)O)O)C